BrC=1C=C2C(=NC1OC)SCCC2 6-bromo-7-methoxy-3,4-dihydro-2H-thiopyrano[2,3-b]pyridine